Cerium-dysprosium [Dy].[Ce]